3-(difluoro-methyl)-N-methoxy-1-methyl-N-[(1R)-1-methyl-2-(2,4,6-trichlorophenyl)ethyl]pyrazole-4-carboxamide FC(C1=NN(C=C1C(=O)N([C@@H](CC1=C(C=C(C=C1Cl)Cl)Cl)C)OC)C)F